FC1C2(CC1C2)C(=O)N fluorobicyclo[1.1.1]pentane-1-carboxamide